COC1=CC(=CC=C1)N meta-Anisidine